4-(4-bromophenyl)-1-methyl-1,4,5,6-tetrahydro-1,2,4-triazine BrC1=CC=C(C=C1)N1C=NN(CC1)C